COC1=CC=C(C=C1)C(OC[C@@H]1C(C([C@@H](O1)N1C(NC(C=C1)=O)=O)(C)F)O)(C1=CC=CC=C1)C1=CC=C(C=C1)OC 1-[(2R,5R)-5-[[bis(4-methoxyphenyl)-phenyl-methoxy]methyl]-3-fluoro-4-hydroxy-3-methyl-tetrahydrofuran-2-yl]pyrimidine-2,4-dione